methyl 1-[4-[[4-[[2-(6-methyl-2-pyridyl)pyrimidin-4-yl]amino]pyrimidin-2-yl]amino]phenyl]piperazine-2-carboxylate CC1=CC=CC(=N1)C1=NC=CC(=N1)NC1=NC(=NC=C1)NC1=CC=C(C=C1)N1C(CNCC1)C(=O)OC